tert-butyl-(R)-3-((2-chloro-7-tosyl-7H-pyrrolo[2,3-d]pyrimidin-4-yl)amino)piperidine-1-carboxylate C(C)(C)(C)OC(=O)N1C[C@@H](CCC1)NC=1C2=C(N=C(N1)Cl)N(C=C2)S(=O)(=O)C2=CC=C(C)C=C2